oxo-1-propanone O=C(C=O)C